5-chloro-2-(difluoromethyl)-N-((1r,4r)-4-((3-(6-(dimethylamino)pyridin-3-yl)-2-oxo-2,3-dihydro-1H-imidazo[4,5-b]pyridin-1-yl)methyl)cyclohexyl)nicotinamide ClC=1C=NC(=C(C(=O)NC2CCC(CC2)CN2C(N(C3=NC=CC=C32)C=3C=NC(=CC3)N(C)C)=O)C1)C(F)F